5-[3-(dimethylamino)propyl]-1-[(4-methoxyphenyl)methyl]-4-(trifluoromethyl)pyridin-2-one CN(CCCC=1C(=CC(N(C1)CC1=CC=C(C=C1)OC)=O)C(F)(F)F)C